[K+].FC(C(C(C(F)(F)F)(F)F)(F)F)(S(=O)(=O)[O-])F perfluoro-1-butanesulfonic acid potassium salt